NCCNCCCCCC 2-aminoethylhexylamine